[4-[[(4-bromophenyl)amino]methyl]-1H-1,2,3-triazol-1-yl]thiophene-2-carboxamide BrC1=CC=C(C=C1)NCC=1N=NN(C1)C1=C(SC=C1)C(=O)N